[N+](=O)([O-])\C=C\C1=CC=CC=C1 trans-β-nitrostyrene